N=1C=CN2C1C=CC(=C2)CC=O imidazo[1,2-a]pyridine-6-acetaldehyde